dicyclohexyl pimelate diphenyl-pimelate C1(=CC=CC=C1)OC(CCCCCC(=O)OC1=CC=CC=C1)=O.C(CCCCCC(=O)OC1CCCCC1)(=O)OC1CCCCC1